(2R,6S)-2-(2,3-difluorophenyl)-6-hydroxy-6-methyl-2-methylaminocyclohexan-1-one FC1=C(C=CC=C1F)[C@]1(C([C@@](CCC1)(C)O)=O)NC